ethyl 4-chloro-2-(4-(3,3-dimethylbutoxy) phenyl)-6-methylpyrimidine-5-carboxylate ClC1=NC(=NC(=C1C(=O)OCC)C)C1=CC=C(C=C1)OCCC(C)(C)C